methyl-1-butanamide CC(C(=O)N)CC